O1COC2=C1C=CC(=C2)CN2C[C@@H]1[C@H](C2)CC(C1)NC=1N=NC(=CC1)S(=O)C1=CC=CC=C1 (3aR,5s,6aS)-2-(benzo[d][1,3]dioxol-5-ylmethyl)-N-(6-(phenylsulfinyl)pyridazin-3-yl)octahydrocyclopenta[c]pyrrol-5-amine